ClC=1C=NC(=NC1)OC1=C2C(=NC(=NC2=CC=C1)C(F)(F)F)CC\C=N\OC (E)-3-[5-(5-chloropyrimidin-2-yl)oxy-2-(trifluoromethyl)quinazolin-4-yl]-N-methoxy-propan-1-imine